(S)-1-(5-chloro-2-fluorophenyl)ethan-1-amine ClC=1C=CC(=C(C1)[C@H](C)N)F